FC(C1=NN=C(O1)C1=CC=2N(C=C1)C=C(N2)CN(C(=O)C2CCN(CC2)C(=O)OC)C2=CC(=CC=C2)F)F methyl 4-(((7-(5-(difluoromethyl)-1,3,4-oxadiazol-2-yl)imidazo[1,2-a]pyridin-2-yl)methyl)(3-fluorophenyl)carbamoyl)piperidine-1-carboxylate